ClC1=CC(=C(C(=O)C2CCN(CC2)S(=O)(=O)C2CN(CC2)C(=O)OC(C)(C)C)C=C1Cl)OC tert-butyl 3-[[4-(4,5-dichloro-2-methoxybenzoyl)piperidin-1-yl]sulfonyl]pyrrolidine-1-carboxylate